trityliodide C(C1=CC=CC=C1)(C1=CC=CC=C1)(C1=CC=CC=C1)I